{1-(1-{[3-fluoro-2-(trifluoromethyl)pyridin-4-yl]methyl}piperidin-4-yl)-3-[4-(7H-pyrrolo[2,3-d]pyrimidin-4-yl)-1H-pyrazol-1-yl]azetidin-3-yl}acetonitrile FC=1C(=NC=CC1CN1CCC(CC1)N1CC(C1)(N1N=CC(=C1)C=1C2=C(N=CN1)NC=C2)CC#N)C(F)(F)F